NC1=C(C=C(C=N1)C1=NN2C(=C1)[C@@]1(CN(CC1)C(=O)NC1(CCC1)C=1C=NC=CC1)OCC2)OC(F)(F)F |r| (rac)-2-[6-amino-5-(trifluoromethoxy)pyridin-3-yl]-N-[1-(pyridin-3-yl)cyclobutyl]-6,7-dihydrospiro[pyrazolo[5,1-c][1,4]oxazine-4,3'-pyrrolidine]-1'-carboxamide